tert-butyl ((1R,3r,5S)-6-oxabicyclo[3.1.0]hexan-3-yl)carbamate [C@H]12CC(C[C@@H]2O1)NC(OC(C)(C)C)=O